C1(=CC=CC=C1)CCSC=1N([C@H]2[C@H](O)[C@H](O)[C@@H](CO)O2)C=2N=C3N(C(C2N1)=O)C=CN3 1,N2-Etheno-8-(2-phenylethyl)thioguanosine